IC1=C(C(=CC(=C1)C(C(F)(F)F)(C(F)(F)F)F)Br)NC(C1=C(C(=CC=C1)N(C(=O)C=1C=NC(=CC1)Cl)O)F)=O N-(2-iodo-4-(perfluoropropan-2-yl)-6-bromophenyl)-2-fluoro-3-((hydroxy)(6-chloropyridine-3-carbonyl)amino)benzamide